CC1=NN(C(=C1)C)C=1C=C(C(=O)NC(C(=O)O)CCN2CC(CC2)CCC2=NC=3NCCCC3C=C2)C=CC1 2-(3-(3,5-dimethyl-1H-pyrazol-1-yl)benzamido)-4-(3-(2-(5,6,7,8-tetrahydro-1,8-naphthyridin-2-yl)ethyl)pyrrolidin-1-yl)butanoic acid